P-TOLUENESULFONYL CHLORIDE CC1=CC=C(C=C1)S(=O)(=O)Cl